1-((1-(3-cyano-2-methylphenyl)ethyl)amino)-4-methylpyridine C(#N)C=1C(=C(C=CC1)C(C)NN1CC=C(C=C1)C)C